ClC=1C=C(C=CC1)[C@H]1CN(CC1)C[C@@H](COC1=CC=C(C=C1)N(S(=O)(=O)C)C)O |o1:7| N-(4-((S)-3-((S) or (R)-3-(3-chlorophenyl)pyrrolidin-1-yl)-2-hydroxypropoxy)phenyl)-N-methylmethanesulfonamide